CNC(=O)C1=CC=C(C=C1)C=1N=C2SC3=C(N2C1)C=CC(=C3)C(=O)NCCN3C(CCCC3)C 2-(4-(methylcarbamoyl)phenyl)N-(2-(2-methylpiperidin-1-yl)ethyl)benzo[d]imidazo[2,1-b]thiazole-7-carboxamide